(2S,3S)-ethyl 3-((6-(benzo[b]thiophen-2-yl)-2-chloropyrimidin-4-yl)amino)bicyclo[2.2.2]octane-2-carboxylate S1C2=C(C=C1C1=CC(=NC(=N1)Cl)N[C@@H]1[C@H](C3CCC1CC3)C(=O)OCC)C=CC=C2